1-(2-bromo-5-nitrophenyl)ethan-1-one BrC1=C(C=C(C=C1)[N+](=O)[O-])C(C)=O